3-((E)-2-(5-((E)-3-((2-amino-5-fluorophenyl)amino)-3-oxoprop-1-en-1-yl)pyrazin-2-yl)-1-phenylethenyl)benzamide NC1=C(C=C(C=C1)F)NC(/C=C/C=1N=CC(=NC1)/C=C(\C1=CC=CC=C1)/C=1C=C(C(=O)N)C=CC1)=O